C(C1=CC=CC=C1)S(=O)(=O)OC1CCN(CC1)C(=O)OC(C)(C)C tert-butyl 4-(toluenesulfonyloxy)piperidine-1-carboxylate